3-allyl-8-((6-chloropyridin-3-yl)methyl)pyrido[2,3-d]pyrimidine-2,4(3H,8H)-dione C(C=C)N1C(N=C2C(C1=O)=CC=CN2CC=2C=NC(=CC2)Cl)=O